N-[7-chloro-6-(2,6-difluorophenyl)-4-methyl-8-(trifluoromethyl)-4H-[1,2,4]triazolo[1,5-a][1,4]benzodiazepine-2-Yl]carbamic acid tert-butyl ester C(C)(C)(C)OC(NC1=NN2C(C(N=C(C3=C2C=CC(=C3Cl)C(F)(F)F)C3=C(C=CC=C3F)F)C)=N1)=O